C(C)(C)(C)OC(=O)N1CCC(=CC1)C=1C=C2C(=CC(=NC2=CC1)C)O 4-(4-hydroxy-2-methylquinolin-6-yl)-3,6-dihydropyridine-1(2H)-carboxylic acid tert-butyl ester